C1(CCCCC1)N1C(N(CC1)CC1OC1)=O 1-cyclohexyl-3-(oxiran-2-ylmethyl)imidazolidin-2-one